C(C1=CC=CC=C1)OC=1C(C=C(NC1)C(=O)O)=O 5-(benzyloxy)-4-oxo-1,4-dihydropyridine-2-carboxylic acid